N-(((2S,5R)-5-((5-fluoro-3-(2-fluoro-4-(2-fluorophenoxy)benzoyl)-1H-pyrrolo[2,3-b]pyridin-4-yl)amino)tetrahydro-2H-pyran-2-yl)methyl)ethanesulfonamide FC=1C(=C2C(=NC1)NC=C2C(C2=C(C=C(C=C2)OC2=C(C=CC=C2)F)F)=O)N[C@@H]2CC[C@H](OC2)CNS(=O)(=O)CC